6-Amino-3-((1R,3S)-4'-chloro-3-morpholino-1',2'-dihydrospiro[cyclopentane-1,3'-pyrrolo[2,3-b]pyridin]-5'-yl)-2-fluoro-N,N-dimethylbenzamide NC1=CC=C(C(=C1C(=O)N(C)C)F)C=1C(=C2C(=NC1)NC[C@]21C[C@H](CC1)N1CCOCC1)Cl